OC=1C=C(C=CC1)NC(=S)N 1-(3-hydroxyphenyl)thiourea